N1=CC(C2=CC=CC=C12)CCNC1=C2N=CN(C2=NC(=N1)C=1C=NC=C(C1)C)C(C)C N-[2-(3H-indol-3-yl)ethyl]-9-isopropyl-2-(5-methyl-3-pyridyl)purin-6-amine